3-Azabicyclo[3.1.0]hexan-1-yl-(7-fluoro-6-(8-methyl-2,3-dihydro-1H-pyrido[2,3-b][1,4]oxazin-7-yl)isochinolin-3-yl)carbamat C12(CNCC2C1)OC(NC=1N=CC2=CC(=C(C=C2C1)C1=C(C2=C(OCCN2)N=C1)C)F)=O